2,3,7,9-tetrahydroxy-6H-dibenzo[c,e][1,2]thiazine 5,5-dioxide OC=1C(=CC2=C(C3=C(NS2(=O)=O)C(=CC(=C3)O)O)C1)O